BrC1=C(C=C(C=N1)N(C(OC(C)(C)C)=O)C)C tert-butyl (6-bromo-5-methylpyridin-3-yl)(methyl)carbamate